C1=CC=CC=2C3=CC=CC=C3N(C12)[C@H](C(=O)OC)C methyl (S)-2-(9H-carbazol-9-yl)propanoate